N,N-dimethyl-5-nitro-6-[3-(trifluoromethyl)phenyl]pyrimidin-4-amine CN(C1=NC=NC(=C1[N+](=O)[O-])C1=CC(=CC=C1)C(F)(F)F)C